(S)-4-(cyclopropylethynyl)-6-fluoro-7-((5-methyl-2H-tetrazol-2-yl)methyl)-4-(trifluoromethyl)-3,4-dihydroquinazolin-2(1H)-one C1(CC1)C#C[C@@]1(NC(NC2=CC(=C(C=C12)F)CN1N=C(N=N1)C)=O)C(F)(F)F